NC1=NC=NN2C1=CC=C2[C@]2([C@@H]([C@@H]([C@H](O2)CC(C(=O)O)(C)C)O)O)C#N (2R,3S,4R,5R)-5-(4-aminopyrrolo[2,1-f][1,2,4]triazin-7-yl)-5-cyano-3,4-dihydroxytetrahydrofuran-pivalic acid